C(CCCCCCCCCC)C1C(C(CC(C1=O)=O)=O)=O 3-undecyl-cyclohexane-1,2,4,5-tetrone